4-[2-(3-methoxyphenyl)-2,6-diazaspiro[3.4]octan-6-yl]-1-methyl-2-oxo-1,2-dihydroquinoline-3-carbonitrile COC=1C=C(C=CC1)N1CC2(C1)CN(CC2)C2=C(C(N(C1=CC=CC=C21)C)=O)C#N